FC(OC1=NN(C=N1)[C@@H]1C[C@@H](CCC1)NC1=NC=C(C(=N1)OC1COC1)C(F)(F)F)F N-[(1R,3S)-3-[3-(difluoromethoxy)-1,2,4-triazol-1-yl]cyclohexyl]-4-(oxetan-3-yloxy)-5-(trifluoromethyl)pyrimidin-2-amine